FC1=C(OC2=CC(=C(C=C2C2=CN(C=3C(NC=CC32)=O)C)N3C(N(CC3=O)C)=O)C)C=CC(=C1)F 3-(4-(2,4-difluorophenoxy)-2-methyl-5-(1-methyl-7-oxo-6,7-dihydro-1H-pyrrolo[2,3-c]pyridin-3-yl)phenyl)-1-methylimidazoline-2,4-dione